3-[5,7-difluoro-1-methyl-6-[1-[(1S)-1-(4-piperidyl)ethyl]-4-piperidyl]indazol-3-yl]piperidine-2,6-dione FC=1C=C2C(=NN(C2=C(C1C1CCN(CC1)[C@@H](C)C1CCNCC1)F)C)C1C(NC(CC1)=O)=O